1-[2-(2,6-dioxo-3-piperidinyl)-1,3-dioxo-isoindol-4-yl]piperidine-4-carbaldehyde O=C1NC(CCC1N1C(C2=CC=CC(=C2C1=O)N1CCC(CC1)C=O)=O)=O